(R)- and (S)-1-(Difluoromethyl)-4-fluoro-N-((1,2,3,5,6,7-hexahydro-s-indacen-4-yl)carbamoyl)-1H-pyrazole-3-sulfonimidamide FC(N1N=C(C(=C1)F)[S@](=O)(NC(NC1=C2CCCC2=CC=2CCCC12)=O)=N)F |r|